S1C=NC2=C1C(=CC=C2)CC(=O)NC2=NNC(=C2)[C@@H]2C[C@@H](CC2)CCNC([O-])=O (1R,3S)-3-{3-[(1,3-benzothiazol-7-ylacetyl)amino]-1H-pyrazol-5-yl}cyclopentylethylcarbamate